N-(6-(2H-1,2,3-triazol-2-yl)-5-(trifluoromethyl)pyridin-3-yl)-2-methoxy-4-(3-methylpyridin-2-yl)benzamide N=1N(N=CC1)C1=C(C=C(C=N1)NC(C1=C(C=C(C=C1)C1=NC=CC=C1C)OC)=O)C(F)(F)F